(S)-3-(2,6-dichloro-4-((4-(3-chloropropoxy)phenyl) sulfonyl) phenoxy)propane-1,2-diyl diacetate C(C)(=O)OC[C@H](COC1=C(C=C(C=C1Cl)S(=O)(=O)C1=CC=C(C=C1)OCCCCl)Cl)OC(C)=O